C1(CC1)C(C(=O)O)=C alpha-cyclopropylacrylic acid